α-azido-4-isopropoxy-2-methylphenyl-isobutanone N(=[N+]=[N-])C(C(C)(C)C1=C(C=C(C=C1)OC(C)C)C)=O